5-methoxybenzo[c]phenanthrene COC1=CC=2C=CC=3C=CC=CC3C2C2=C1C=CC=C2